3-methyl-1-(2-{[4-(morpholin-4-yl)phenyl]amino}-5-[2-(triisopropylsilyl)ethynyl]pyrido[2,3-d]pyrimidin-7-yl)-1,3-diazaspiro[4.4]nonan-2-one CN1C(N(C2(C1)CCCC2)C=2C=C(C1=C(N=C(N=C1)NC1=CC=C(C=C1)N1CCOCC1)N2)C#C[Si](C(C)C)(C(C)C)C(C)C)=O